(1,6-hexanediol) carbonate C(O)(=O)OCCCCCCO